CC1CN(CC=C1)C(CC=1SC=CC1)=O 3-methyl-1-(2-(thiophen-2-yl)acetyl)-1,2,3,6-tetrahydropyridin